2-(1-(3-cyano-4-fluorophenyl)-1H-pyrazol-4-yl)-N-(5-cyclopropyl-1H-pyrazol-3-yl)propanamide C(#N)C=1C=C(C=CC1F)N1N=CC(=C1)C(C(=O)NC1=NNC(=C1)C1CC1)C